CN1N=C(C=C1NC(C1=C(C=CC=C1)NC=1C=C(C=CC1)C)=O)C(F)(F)F N-(1-methyl-3-(trifluoromethyl)-1H-pyrazol-5-yl)-2-(m-toluylamino)benzamide